N-(4-(5-methoxy-1H-indol-1-yl)benzyl)sulfamide COC=1C=C2C=CN(C2=CC1)C1=CC=C(CNS(=O)(=O)N)C=C1